C(CCCCCCCCCCCCCCCCC)/C(/C(=O)O)=C\C(=O)O.C(\C=C\C(=O)O)(=O)OCCCCCCCCCCCCCCCCCC stearyl fumarate (stearyl fumarate)